C(C)(C)(C)C1=CC=C(C=C1)C1C=CNN1 5-(4-t-butylphenyl)pyrazoline